(5S)-N-Isothiazol-5-yl-1,5-dimethyl-2-oxo-6,7-dihydro-5H-cyclopenta[b]pyridine-3-carboxamide S1N=CC=C1NC(=O)C1=CC2=C(N(C1=O)C)CC[C@@H]2C